1-hexadecanoyl-2-(6Z,9Z,12Z-octadecatrienoyl)-sn-glycero-3-phosphocholine CCCCCCCCCCCCCCCC(=O)OC[C@H](COP(=O)([O-])OCC[N+](C)(C)C)OC(=O)CCCC/C=C\C/C=C\C/C=C\CCCCC